C(C1=CC=CC=C1)C1CCN(CC1)CC(C)N 1-(4-benzylpiperidin-1-yl)propan-2-amine